Dioleoyl phosphate P(=O)(OC(CCCCCCC\C=C/CCCCCCCC)=O)(OC(CCCCCCC\C=C/CCCCCCCC)=O)[O-]